The molecule is a secoiridoid that is the methyl ester of 3,4-dihydro-2H-pyran-5-carboxylic acid which is substituted at positions 2, 3, and 4 by hydroxy, ethylidene, and carboxymethyl groups, respectively and in which the carboxylic acid moiety of the carboxymethyl substituent has been converted to the corresponding 3,4-dihydroxyphenethyl ester (the 2R,3E,4S stereoisomer). The most important phenolic compound present in olive cultivars. It has a role as a neuroprotective agent, a TRPA1 channel agonist, a mTOR inhibitor, an anti-inflammatory agent, an antioxidant and a plant metabolite. It is a methyl ester, a diester, a member of catechols, a member of pyrans, a lactol and a secoiridoid. It derives from an oleuropein. C/C=C/1\\[C@@H](C(=CO[C@H]1O)C(=O)OC)CC(=O)OCCC2=CC(=C(C=C2)O)O